6-chloro-1-(3-ethyl-2-pyrazinyl)-7-(2-fluoro-6-hydroxy-phenyl)-4-((2S)-2-methyl-4-(2-propenoyl)-1-piperazinyl)pyrido[2,3-d]pyrimidin-2(1H)-one ClC1=CC2=C(N(C(N=C2N2[C@H](CN(CC2)C(C=C)=O)C)=O)C2=NC=CN=C2CC)N=C1C1=C(C=CC=C1O)F